4-amino-N,1-dimethyl-N-((3S)-6-(trifluoromethyl)-2,3-dihydro-1-benzofuran-3-yl)-1H-pyrazolo[4,3-c]quinoline-8-carboxamide NC1=NC=2C=CC(=CC2C2=C1C=NN2C)C(=O)N([C@@H]2COC1=C2C=CC(=C1)C(F)(F)F)C